C(CCC(=O)[O-])CC(=O)[O-] ethane-1,2-diyldiacetate